2-{[2-(4-aminoquinazolin-6-yl)benzyl]amino}-N-(3,4-difluorobenzyl)pyridine-3-carboxamide NC1=NC=NC2=CC=C(C=C12)C1=C(CNC2=NC=CC=C2C(=O)NCC2=CC(=C(C=C2)F)F)C=CC=C1